Cl.FS(C=1C=C(C=CC1)[C@@H](C)N)(F)(F)(F)F (R)-1-(3-(pentafluorosulfanyl)phenyl)ethane-1-Amine hydrochloride